N-[2-(1-methylpiperidin-4-yl)ethyl]-1H-pyrrolo[2,3-b]pyridin-2-carboxamid CN1CCC(CC1)CCNC(=O)C1=CC=2C(=NC=CC2)N1